3-(4-((5-(4-fluorophenyl)-1,3,4-oxadiazol-2-yl)thio)butoxy)-5,7-dimethoxy-2-(3,4,5-trimethoxyphenyl)-4H-chromen-4-one FC1=CC=C(C=C1)C1=NN=C(O1)SCCCCOC1=C(OC2=CC(=CC(=C2C1=O)OC)OC)C1=CC(=C(C(=C1)OC)OC)OC